6-amino-2-thiaspiro[3.3]heptane 2,2-dioxide hydrochloride Cl.NC1CC2(CS(C2)(=O)=O)C1